6-[4-(1H-Imidazol-1-yl)phenyl]-N,N-dimethyl-1-hexanamine N1(C=NC=C1)C1=CC=C(C=C1)CCCCCCN(C)C